tert-butyl N-[2-[2-[2-[2-[2-[2-[2-[2-(2-bromoethoxy)ethoxy] ethoxy]ethoxy]ethoxy]ethoxy]ethoxy]ethoxy]ethyl]-N-methyl-carbamate BrCCOCCOCCOCCOCCOCCOCCOCCOCCN(C(OC(C)(C)C)=O)C